NC1=CC=C(C=C1)N1CC(CC1=O)COCCNC(OC(C)(C)C)=O tert-butyl (2-((1-(4-aminophenyl)-5-oxopyrrolidin-3-yl) methoxy)ethyl)carbamate